C1(CCCCC1)C1=CC=C(C=C1)C=1NC=2N(C(C1)=O)N=CC2C(=O)N2C(C(C2)CF)C 5-(4-cyclohexylphenyl)-3-(3-(fluoromethyl)-2-methylazetidine-1-carbonyl)pyrazolo[1,5-a]pyrimidin-7(4H)-one